C(#N)C1=CSC2=C1C=CC=C2 3-cyano-benzo[4,5]thiophen